N[C@]1(C(N(C2=CC=C(C=C12)F)C(C1=CC=CC=C1)(C1=CC=CC=C1)C1=CC=CC=C1)=O)C1=CC=C(C=C1)OC (R)-3-amino-5-fluoro-3-(4-methoxyphenyl)-1-triphenylmethylindol-2-one